3-(pyridin-2-yl)-1,2-thiazol-5-amine N1=C(C=CC=C1)C1=NSC(=C1)N